3-bromo-5-chloro-2-methyl-benzonitrile BrC=1C(=C(C#N)C=C(C1)Cl)C